decyl 7-((3-hydroxypropyl)amino)heptanoate OCCCNCCCCCCC(=O)OCCCCCCCCCC